FC1=C(C=C(C=C1)C1=NOC(=N1)CN1C(CCCC1)=O)O 1-((3-(4-fluoro-3-hydroxyphenyl)-1,2,4-oxadiazol-5-yl)methyl)piperidin-2-one